COC=1C=C(C=CC1[N+](=O)[O-])N1CCNCC1 1-(3-methoxy-4-nitrophenyl)piperazine